CN(CCC(=O)OC(C(=O)OCCCCCCCOC(CCCCCCCC)=O)CCC(=O)OCCCCCCCOC(CCCCCCCC)=O)C Bis(7-(nonanoyloxy)heptyl) 2-((3-(dimethylamino)propanoyl)oxy)pentanedioate